6-(4-bromophenyl)benzo[f]naphtho[2,1-d][1,3]oxazepine BrC1=CC=C(C=C1)C=1OC2=C(C3=C(N1)C=CC1=CC=CC=C13)C=CC=C2